ClC=1C=C(C=CC1Cl)N(C1=CC(=C(C=C1C)N=CN(C)CC)C)C N'-(4-((3,4-dichlorophenyl)(methyl)amino)-2,5-dimethylphenyl)-N-ethyl-N-methylformimidamide